ClC=1C=C(C=CC1)[C@H]1[C@@H](CN(CC1)C(=O)C=1C=2N(C=CC1)C=NC2)NC(=O)C=2NC(=C(N2)C)C N-((3S,4S)-4-(3-chlorophenyl)-1-(imidazo[1,5-a]pyridine-8-carbonyl)piperidin-3-yl)-4,5-dimethyl-1H-imidazole-2-carboxamide